O=C1N(C=CC(N1)=O)[C@@H]1O[C@]2(C[C@H](O[C@@H]1[C@@H]2O[P@@](=O)(OC2=CC=CC=C2)N[C@@H](C)C(=O)OC(C)C)C)CO isopropyl ((R)-(((1R,3R,5R,7R,8S)-7-(2,4-dioxo-3,4-dihydropyrimidin-1(2H)-yl)-5-(hydroxymethyl)-3-methyl-2,6-dioxabicyclo[3.2.1]octan-8-yl)oxy)(phenoxy)phosphoryl)-L-alaninate